2-(6-{5-chloro-2-[(oxacyclohex-4-yl)amino]pyrimidin-4-yl}-1-oxo-2,3-dihydro-1H-isoindol-2-yl)-N-[(1R)-1-(6-cyanopyridin-2-yl)ethyl]acetamide ClC=1C(=NC(=NC1)NC1CCOCC1)C1=CC=C2CN(C(C2=C1)=O)CC(=O)N[C@H](C)C1=NC(=CC=C1)C#N